C(C)(C)SC=1C=2N(C=CC1)C(=NC2)C(C)(C)N 2-(8-(isopropylthio)imidazo[1,5-a]pyridin-3-yl)propan-2-amine